COC1=C(C=C(C(=C1)OC)OCCC)CC(C)N 1-(2,4-dimethoxy-5-propoxyphenyl)propan-2-amine